Cl[13C]([13CH2][13CH2][13CH2][13CH2][13CH2][13CH2][13CH2][13CH2][13C](Cl)(Cl)Cl)(Cl)Cl hexachlorodecane-13C10